N-(3-((1s,3s)-3-(cyanomethyl)-1-(4-methyl-4H-1,2,4-triazol-3-yl)cyclobutyl)phenyl)-7,7-dimethyl-4-(((1-methylcyclobutyl)amino)methyl)-6,7-dihydro-5H-cyclopenta[b]pyridine-2-carboxamide C(#N)CC1CC(C1)(C1=NN=CN1C)C=1C=C(C=CC1)NC(=O)C1=CC(=C2C(=N1)C(CC2)(C)C)CNC2(CCC2)C